O1CCCC2=CC=CC(=C12)C=1CCCC2=C(C1C1=CC=C(C=C1)CC1CN(C1)CCCF)C=CC(=C2)C(=O)O 8-(chroman-8-yl)-9-(4-((1-(3-fluoropropyl)azetidin-3-yl)methyl)phenyl)-6,7-dihydro-5H-benzo[7]annulene-3-carboxylic acid